F[C@H]1C[C@H](N2N=C(N=C21)S(=O)(=O)C(C(F)(F)F)(F)F)C2=CC=CC=C2 (5S,7S)-7-fluoro-2-(1,1,2,2,2-pentafluoroethyl-sulfonyl)-5-phenyl-6,7-dihydro-5H-pyrrolo[1,2-b][1,2,4]triazole